(R)-1-(4-((4-((S)-2-acetoxy-3-(ethylsulfonyl)propoxy)-3,5-dichlorophenyl)sulfonyl)phenoxy)-3-chloropropan-2-yl acetate C(C)(=O)O[C@H](COC1=CC=C(C=C1)S(=O)(=O)C1=CC(=C(C(=C1)Cl)OC[C@@H](CS(=O)(=O)CC)OC(C)=O)Cl)CCl